BrC=1C=CC(=NC1)N(C1=CC=CC=C1)C 5-bromo-N-methyl-N-phenylpyridin-2-amine